5-[1-[4-bromo-2-methyl-5-(2,2,2-trifluoroethylamino)pyrazol-3-yl]pyrazol-4-yl]-2-chloro-N-cyclopropyl-benzamide BrC1=C(N(N=C1NCC(F)(F)F)C)N1N=CC(=C1)C=1C=CC(=C(C(=O)NC2CC2)C1)Cl